1-(2-ethoxyethyl)-2-(piperidin-4-yl)-1H-benzo[d]imidazole C(C)OCCN1C(=NC2=C1C=CC=C2)C2CCNCC2